butyl 2-[5-bromo-4-(4-fluorophenyl) imidazol-1-yl]Acetate BrC1=C(N=CN1CC(=O)OCCCC)C1=CC=C(C=C1)F